NC1CCC(CC1)CC1CCC(CC1)N bis(para-aminocyclohexyl)methane